CN(C(OC(C)(C)C)=O)C1CC(CCC1)C=1C=2N(C=C(N1)C=1C=NN(C1)C)N=CC2 rac-tert-butyl methyl(3-(6-(1-methyl-1H-pyrazol-4-yl)pyrazolo[1,5-a]pyrazin-4-yl)cyclohexyl)carbamate